[4-(2-aminopyrimidin-5-yl)-2-methoxy-phenyl]-5-methyl-3-phenyl-isoxazole-4-carboxamide hydrochloride Cl.NC1=NC=C(C=N1)C1=CC(=C(C=C1)NC(=O)C=1C(=NOC1C)C1=CC=CC=C1)OC